C1(CC1)C=1C=C(C(=NC1)C=1OC2=C(N1)C=C(C=C2)S(C(F)(F)F)(=O)=N)S(=O)(=O)CC [2-(5-cyclopropyl-3-ethylsulfonyl-2-pyridyl)-1,3-benzoxazol-5-yl]-imino-oxo-(trifluoromethyl)-lambda6-Sulfane